(S)-4-amino-9-ethyl-5-fluoro-9-hydroxy-1,2,12,15-tetrahydro-7H,13H-pyrano[3',4':6,7]indolizino[2,1-b][1,4]thiazino[2,3,4-ij]quinoline-7,10,13(9H)-trione NC1=C(C=C2C(C3=C(N4C2=C1SCC4)CN4C(C1=C(C=C43)[C@@](C(OC1)=O)(O)CC)=O)=O)F